NC=1C=CC2=C(N(C(N2C)=O)CC2(CN(C(O2)=O)C)C)C1 5-[(6-amino-3-methyl-2-oxo-benzimidazol-1-yl)methyl]-3,5-dimethyl-oxazolidin-2-one